[[2-(2-fluoro-3-pyridyl)-3-methyl-1H-indol-5-yl]methyl]-4-methyl-pyrimidine-5-carboxamide FC1=NC=CC=C1C=1NC2=CC=C(C=C2C1C)CC1=NC=C(C(=N1)C)C(=O)N